C(C)(C)(C)C1(C(N(C2=CC=C(C=C12)C(F)(F)F)C)=O)O 3-(tert-butyl)-3-hydroxy-1-methyl-5-(trifluoromethyl)indolin-2-one